NC1=NC=2C(=CC=CC2C=2N1C=C(N2)C(=O)N2CC(CCC2)CO)OC (5-amino-7-methoxyimidazo[1,2-c]quinazolin-2-yl)(3-(hydroxymethyl)piperidin-1-yl)methanone